N1-(2,6-dibromophenyl)benzene-1,2-diamine BrC1=C(C(=CC=C1)Br)NC=1C(=CC=CC1)N